2-(3aR,6aS)-(5-(5-(2,5-difluorophenyl)-4,5-dihydro-1H-pyrazole-1-carbonyl)hexahydrocyclopenta[C]pyrrol-2(1H)-yl)pyrimidine-4-carbonitrile FC1=C(C=C(C=C1)F)C1CC=NN1C(=O)C1C[C@@H]2[C@@H](CN(C2)C2=NC=CC(=N2)C#N)C1